NC1=CC(=C(C=C1OC)N1CCC(CC1)(F)CN1CCN(CC1)C=1C=C2C(N(C(C2=CC1)=O)C1C(NC(CC1)=O)=O)=O)C=1C=NN(C1)C 5-(4-((1-(4-amino-5-methoxy-2-(1-methyl-1H-pyrazol-4-yl)phenyl)-4-fluoropiperidin-4-yl)methyl)piperazin-1-yl)-2-(2,6-dioxopiperidin-3-yl)isoindoline-1,3-dione